3-METHYLHEXANAL CC(CC=O)CCC